C(#N)N1C[C@]2(CCC2C1)NC(=O)C=1SC(=CN1)C1=C(C=CC=C1)SC1=CC=CC=C1 N-((1R)-3-Cyano-3-azabicyclo[3.2.0]heptan-1-yl)-5-(2-(phenylthio)phenyl)thiazol-2-carboxamid